(1H-imidazole-1-carbonyl)-5H-pyrrolo[2,3-b]pyrazine-3-amine N1(C=NC=C1)C(=O)C=1N=C2C(=NC1N)NC=C2